BrC=1C(=NC(=C(C1)CN1CCCC1)C)NC1=C(C(=CC=C1C)OCC1=CC=C(C=C1)OC)C 3-bromo-N-(3-((4-methoxybenzyl)oxy)-2,6-dimethylphenyl)-6-methyl-5-(pyrrolidin-1-ylmethyl)pyridin-2-amine